(2-fluoro-2'-methyl-[1,1'-biphenyl]-3-yl)methanol FC1=C(C=CC=C1CO)C1=C(C=CC=C1)C